C(C)(=O)O[N+](=O)[O-].[Na] sodium acetylnitrate